FC(C(O)C1=CC=C(CN2N=CC(=C2)C(=O)OC(C)(C)C)C=C1)(F)F tert-butyl 1-(4-(2,2,2-trifluoro-1-hydroxyethyl)benzyl)-1H-pyrazole-4-carboxylate